isoprene terephthalate C(C1=CC=C(C(=O)O)C=C1)(=O)O.C=CC(C)=C